ClC=1C=C(C=CC1)[C@H]1C[C@H](C1)NC(=O)C1=NN=C(N1)CC1=CC=C(C=C1)CN1C(C=CC=C1)=O N-((cis)-3-(3-Chlorophenyl)cyclobutyl)-5-(4-((2-oxopyridin-1(2H)-yl)methyl)benzyl)-4H-1,2,4-triazole-3-carboxamide